O=C1N(CCN2[C@@H]1CNCC2)C=2SC(=CN2)[C@@H]2[C@@H](CCCC2)C(F)(F)F (R)-9-Oxo-8-(5-((1S,2R)-2-(trifluoromethyl)cyclohexyl)thiazol-2-yl)octahydro-2H-pyrazino[1,2-a]pyrazin